(S)-4-(6-((1-(6-(4-fluoro-1H-pyrazol-1-yl)pyridin-3-yl)ethyl)(methyl)amino)pyridine-3-yl)-6-(2-oxo-7-azaspiro[3.5]nonan-7-yl)pyrazolo[1,5-a]pyridine-3-carbonitrile FC=1C=NN(C1)C1=CC=C(C=N1)[C@H](C)N(C1=CC=C(C=N1)C=1C=2N(C=C(C1)N1CCC3(CC(C3)=O)CC1)N=CC2C#N)C